N-(3-((2-(isoindolin-2-yl)-2-oxoethyl)amino)adamantan-1-yl)adamantane-1-carboxamide C1N(CC2=CC=CC=C12)C(CNC12CC3(CC(CC(C1)C3)C2)NC(=O)C23CC1CC(CC(C2)C1)C3)=O